COC(=O)C=1N(C=C(C1)Cl)N.NC1=CC=2CC3=CC=C(C=C3C2C=C1)N(C1=C(C=C(C=C1)C)C)CCC 2-amino-6-(N-propyl-2,4-dimethylanilino)fluorene methyl-1-amino-4-chloropyrrole-2-carboxylate